N,N-bis(2-ethylhexyl)acetamide C(C)C(CN(C(C)=O)CC(CCCC)CC)CCCC